1,2-dihexoyl-sn-glycero-3-phosphoryl-choline C(CCCCC)(=O)OC[C@@H](OC(CCCCC)=O)COP(=O)(O)OCC[N+](C)(C)C